N1=C(C=NC=C1)N1CC=2N(CC1)C=C(N2)C(=O)O 7-(pyrazin-2-yl)-5,6,7,8-tetrahydroimidazo[1,2-a]pyrazine-2-carboxylic acid